1-chloro-5-((2,6-dichlorobenzyl)oxy)-2,3-dihydro-1H-indene ClC1CCC2=CC(=CC=C12)OCC1=C(C=CC=C1Cl)Cl